FC=1C=C(CNC(OC(C)(C)C)=O)C=C(C1)C=1C=NN(C1)C1=CC=C(C=C1)C(F)(F)F tert-butyl (3-fluoro-5-(1-(4-(trifluoromethyl)phenyl)-1H-pyrazol-4-yl)benzyl)carbamate